C(C)(C)(C)OC(=O)N1CCC(=CC1)C1=NC(=C(C=C1OC)/N=C/N(C)C)C#N (E)-6-cyano-5-(((dimethylamino)methylene)amino)-3-methoxy-3',6'-dihydro-[2,4'-bipyridine]-1'(2'h)-carboxylic acid tert-butyl ester